O=C1N(CCC1)CCCN(C1=CC=C(C=N1)C1=NC=2N(C(N(C(C2N1)=O)CCCOC)=O)CCC)C(=O)C=1C=NC(=CC1)F 8-(6-{N-[3-(2-Oxo-1-pyrrolidinyl)propyl](6-fluoro-3-pyridyl)carbonylamino}-3-pyridyl)-1-(3-methoxypropyl)-3-propylxanthine